6-(imidazo[1,2-a]pyridin-3-yl)-4-(3-methoxyphenoxy)-isoquinoline N=1C=C(N2C1C=CC=C2)C=2C=C1C(=CN=CC1=CC2)OC2=CC(=CC=C2)OC